2-hydroxythiazine-5-carboxylic acid allyl ester C(C=C)OC(=O)C=1C=CN(SC1)O